1-Cyclopropyl-3-(tetrahydro-2H-pyran-4-yl)-1H-pyrazol-4-ol C1(CC1)N1N=C(C(=C1)O)C1CCOCC1